N1=CC=C2N1C=CC(=C2)N2N=C(C(=C2)C(=O)OCC)C(F)(F)F ethyl 1-pyrazolo[1,5-a]pyridin-5-yl-3-(trifluoro-methyl)pyrazole-4-carboxylate